(4-bromophenyl)-1H-benzo[d]imidazole BrC1=CC=C(C=C1)N1C=NC2=C1C=CC=C2